C(CCCCCCCCCCCCC)N1C(=C(C(C2=C(C=C(C=C12)OC1OCCCC1)OC1OCCCC1)=O)OC1OCCCC1)C1=CC(=C(C(=C1)OC1OCCCC1)OC1OCCCC1)OC1OCCCC1 N-tetradecyl-2-(3,4,5-tritetrahydropyranyloxyphenyl)-3,5,7-tritetrahydropyranyloxyquinolin-4-one